OCCOC1=CC(=CC=C1)OCCO 1,3-bis(hydroxyethoxy)benzene